N-(3-(3-(6-chloro-7-(((S)-1-(ethylsulfonyl)pyrrolidine-3-yl)amino)-3H-imidazo[4,5-b]pyridine-2-yl)-2,5-dimethyl-1H-pyrrol-1-yl)-4-methylphenyl)methanesulfonamide ClC=1C(=C2C(=NC1)NC(=N2)C2=C(N(C(=C2)C)C=2C=C(C=CC2C)NS(=O)(=O)C)C)N[C@@H]2CN(CC2)S(=O)(=O)CC